1-(4-hydroxyphenyl)-2,2-bis(2-hydroxyphenyl)propane OC1=CC=C(C=C1)CC(C)(C1=C(C=CC=C1)O)C1=C(C=CC=C1)O